N-(tert-amyl)butane-1,4-diamine C(C)(C)(CC)NCCCCN